C(C=C)(=O)N1C[C@H](O[C@@H](C1)CN1CC(C1)(F)F)C1=CC(=NC(=C1)Cl)C1=CC(=NC=N1)C(=O)NC 6-(4-((2R,6R)-4-acryloyl-6-((3,3-difluoroazetidin-1-yl)methyl)morpholin-2-yl)-6-chloropyridin-2-yl)-N-methylpyrimidine-4-carboxamide